3-(3-aminophenyl)-4-(4-phenoxyphenoxy)pyridin-2-amine NC=1C=C(C=CC1)C=1C(=NC=CC1OC1=CC=C(C=C1)OC1=CC=CC=C1)N